CC1=C(C(=C(C1([Hf]C1(C=CC2=CC=3CCCC3C=C12)CC(C)(C)C)C)C)C)C pentamethylcyclopentadienyl(1-neopentyl-1,5,6,7-tetrahydro-s-indacenyl)hafnium